(2RS)-2-[4-(2-butylpropyl)phenyl]propionic acid C(CCC)C(CC1=CC=C(C=C1)[C@H](C(=O)O)C)C |r|